C(#C)C=1C(=C(NC2=NC=NC3=CC=CC=C23)C=CC1)F 4-(3-Ethynyl-2-fluoro-anilino)quinazolin